diethyl (3-(1,3-dioxoisoindolin-2-yl) propyl)phosphonate O=C1N(C(C2=CC=CC=C12)=O)CCCP(OCC)(OCC)=O